N[C@H](C(=O)NC=1C(=C(C=C(C1)CC=C)C1=CC(=C(C=C1)O)CC=C)O)CCCCN (S)-2,6-diamino-N-(3',5-diallyl-2,4'-dihydroxy-[1,1'-biphenyl]-3-yl)hexanamide